ClC=1C(=C(C=CC1)NC1=NC=NC2=CC=C(C=C12)[C@]1(N(CCN(C1)C(C=C)=O)C(=O)N)C)F 4-[(3-chloro-2-fluorophenyl)amino]-quinazolin-6-yl-4-acryloyl-(R)-2-methylpiperazine-1-carboxamide